FC1=CC=C(C=C1)NC(=O)NC[C@]1(CN(CC1)C(C)(C)C=1C=NC(=CC1)C)CCC=1SC(=CC1)F |o1:12| (S or R)-1-(4-fluorophenyl)-3-((3-(2-(5-fluoro-thiophen-2-yl)ethyl)-1-(2-(6-methylpyridin-3-yl)propan-2-yl)pyrrolidin-3-yl)methyl)urea